(6-((R)-1,2-dihydroxyethyl)pyridin-3-yl)-4,5-dimethyl-5-(trifluoromethyl)pyrrolidine-2-carboxamide O[C@@H](CO)C1=CC=C(C=N1)N1C(CC(C1(C(F)(F)F)C)C)C(=O)N